(2-Fluoro-5-(1-methyl-1H-1,2,3-triazol-5-yl)pyridin-3-yl)boronic acid FC1=NC=C(C=C1B(O)O)C1=CN=NN1C